C(#N)C1=CC=C(OC=2C=C(C=C3NC(C(=NC23)C)=O)CN2CCN(CC2)C=2C=CC(=NC2F)C(=O)NC)C=C1 5-(4-((8-(4-cyanophenoxy)-2-methyl-3-oxo-3,4-dihydroquinoxalin-6-yl)methyl)piperazin-1-yl)-6-fluoro-N-methylpyridinecarboxamide